NC=1C=2N(C3=CC(=C(C=C3N1)F)C(=O)N([C@@H]1COC3=C1C=CC(=C3)C3=CN=C(S3)C(F)(F)F)C)C=NC2 (S)-4-amino-7-fluoro-N-methyl-N-(6-(2-(trifluoromethyl)thiazol-5-yl)-2,3-dihydrobenzofuran-3-yl)imidazo[1,5-a]quinoxaline-8-carboxamide